C(#N)C1=CC=C(CNC(=O)C2=NN(C=3C(N(CCC32)CC3(CC3)S(=O)(=O)C(CO)(C)C)=O)C)C=C1 N-(4-cyanobenzyl)-6-((1-((1-hydroxy-2-methyl-propan-2-yl)sulfonyl)cyclopropyl)methyl)-1-methyl-7-oxo-4,5,6,7-tetrahydro-1H-pyrazolo[3,4-c]pyridine-3-carboxamide